(S)-(3-chloro-2,4-difluorophenyl)-(trans-2-(trifluoromethyl)cyclopropyl)methylamine hydrochloride Cl.ClC=1C(=C(C=CC1F)NC[C@H]1[C@@H](C1)C(F)(F)F)F